FC1=CC=C(C=C1)CCCCN 4-(4-fluorophenyl)butane-1-amine